OC1COCC2=C(N=CC=C21)C(=O)O 4-hydroxy-3,4-dihydro-1H-pyrano[3,4-c]pyridine-8-carboxylic acid